(1-(4-fluorophenyl)ethyl)-2-(piperazin-1-yl)pyrimidine FC1=CC=C(C=C1)C(C)C1=NC(=NC=C1)N1CCNCC1